1-(tert-butyl) 4-(2,2,4,4-tetramethylpentan-3-yl) 2-(diethoxyphosphoryl)succinate C(C)OP(=O)(OCC)C(C(=O)OC(C)(C)C)CC(=O)OC(C(C)(C)C)C(C)(C)C